C(C)(C)(C)[Si](C)(C)OCCC1=CSC(=C1)Cl tert-butyl-[2-(5-chloro-3-thienyl)ethoxy]-dimethyl-silane